FC=1C=NC=CC1C=1C=2N(N=C(C1)N1[C@@H](COCC1)C)C(=NC2)C2=CC=NN2 (R)-4-(4-(3-fluoropyridin-4-yl)-7-(1H-pyrazol-5-yl)imidazo[1,5-b]pyridazin-2-yl)-3-methylmorpholine